2,4-bis(iodomethyl)biphenyl ICC1=C(C=CC(=C1)CI)C1=CC=CC=C1